1-(4-hydroxy-2-(5-(4-(hydroxymethyl)phenyl)-1H-imidazol-2-yl)piperidin-1-yl)-2-methyl-butan-1-one OC1CC(N(CC1)C(C(CC)C)=O)C=1NC(=CN1)C1=CC=C(C=C1)CO